C/C(/C(=O)OCC)=C(/C)\C1=CC=C(C=C1)C1=NN(C=N1)C1=CC=C(C=C1)OC(F)(F)F (E)-ethyl 2-methyl-3-(4-(1-(4-(trifluoromethoxy)phenyl)-1H-1,2,4-triazol-3-yl)phenyl)but-2-enoate